ClCC1=CC=C(C=C1)C=1OC=CN1 2-(4-(chloromethyl)phenyl)oxazole